CC1=NN2C(N=C(C=C2)C2=NC(=NC=C2)NC2CC(CC2)NC(=O)[O-])=C1 [3-[4-[2-methylpyrazolo[1,5-a]pyrimidin-5-yl]pyrimidin-2-yl]aminocyclopentan-1-yl]aminocarboxylate